Phospholen oxid P1(=CCCC1)=O